N-hydroxy-5-(((4-oxo-2-phenyl-4H-benzopyran-3-yl)oxy)methyl)thiophene-2-carboxamide ONC(=O)C=1SC(=CC1)COC1=C(OC2=C(C1=O)C=CC=C2)C2=CC=CC=C2